FC1=CC=C(C=C1)C(CN1CCC(CC1)CNC(=O)NCC=1C=NC(=CC1)COC)=O 1-((1-(2-(4-Fluorophenyl)-2-oxoethyl)piperidin-4-yl)methyl)-3-((6-(methoxymethyl)pyridin-3-yl)methyl)urea